tert-butyl 4-(5-(3-cyano-6-hydroxy pyrazolo[1,5-a]pyridine-4-yl)pyridin-2-yl)piperazin-1-carboxylate C(#N)C=1C=NN2C1C(=CC(=C2)O)C=2C=CC(=NC2)N2CCN(CC2)C(=O)OC(C)(C)C